(1-azidovinyl)-4-methoxybenzene N(=[N+]=[N-])C(=C)C1=CC=C(C=C1)OC